4-bromo-1-chloro-2-[(3-fluoro-4-methoxy-phenyl)methyl]benzene BrC1=CC(=C(C=C1)Cl)CC1=CC(=C(C=C1)OC)F